1-(N-pyrrolidinyl)-3-methylenepent-4-ene N1(CCCC1)CCC(C=C)=C